C(CCC)C(C(=O)[O-])(CCCCCCCC)CCCC 2,2-Dibutyldecanoat